C(C1=CC=CC=C1)OC(CCCCNC1CC(C1)(F)F)(C(F)(F)F)C1=NN=C(O1)C1=C(C=C(C(=N1)C(=O)OC)C(F)(F)F)NC(=O)OC(C)(C)C methyl 6-[5-[1-benzyloxy-5-[(3,3-difluorocyclobutyl)amino]-1-(trifluoromethyl)pentyl]-1,3,4-oxadiazol-2-yl]-5-(tert-butoxycarbonylamino)-3-(trifluoromethyl)pyridine-2-carboxylate